3-(5-(difluoromethyl)-1,3,4-oxadiazol-2-yl)-8-((2R,5S)-2-(methoxymethyl)-5-methylmorpholino)-N-(1-methylcyclopropyl)imidazo[1,2-a]pyridine-6-sulfonamide FC(C1=NN=C(O1)C1=CN=C2N1C=C(C=C2N2C[C@@H](OC[C@@H]2C)COC)S(=O)(=O)NC2(CC2)C)F